C(C1=CC=CC=C1)OC=1C=2N(C(=CC1)C(C(=O)OCC)O)N=CN2 ethyl 2-(8-(benzyloxy)-[1,2,4]triazolo[1,5-a]pyridin-5-yl)-2-hydroxyacetate